C(=C)NC(O)=O.C(=C)NC(O)=O.[SiH3]C(CCC)O.[SiH3]C(CCC)O di[silylbutanol] bis[vinyl carbamate]